ClC=1C=C(C=C(C1)F)CC(=O)NC1CCC(CC1)NC1=CC(=NC2=CC=C(C=C12)Cl)C(F)(F)F 2-(3-chloro-5-fluorophenyl)-N-[(1s,4s)-4-{[6-chloro-2-(trifluoromethyl)quinolin-4-yl]amino}cyclohexyl]acetamide